tert-butyl 8-ethoxy-2,3,4,5-tetrahydro-1H-pyrido[3,2-b]indole-1-carboxylate C(C)OC1=CC=2C3=C(NC2C=C1)CCCN3C(=O)OC(C)(C)C